(1r,4r)-4-Ethylsulfonamidocyclohexane-1-carboxylic acid methyl ester COC(=O)C1CCC(CC1)NS(=O)(=O)CC